C1(CCCC1)N1N=C(C2=CC=C(C=C12)COC1=CC=C(C=C1)C(CC(=O)O)C)C1=CC(=CC=C1)O 3-(4-((1-cyclopentyl-3-(3-hydroxyphenyl)-1H-indazol-6-yl)methoxy)phenyl)butanoic acid